difluoroethoxy ether FC(COOOCC(F)F)F